(4-methoxy-4-methylpiperidin-1-yl)-2-oxo-6-(prop-1-en-2-yl)-1,2-dihydroquinoline-3-carbonitrile COC1(CCN(CC1)N1C(C(=CC2=CC(=CC=C12)C(=C)C)C#N)=O)C